2-((3,4-difluorophenyl)((5-fluoro-6-methylpyridin-2-yl)amino)methyl)-1H-imidazole-4-sulfonamide FC=1C=C(C=CC1F)C(C=1NC=C(N1)S(=O)(=O)N)NC1=NC(=C(C=C1)F)C